C(C)(C)(C)OC(=O)N[C@](C(=O)N[C@@H]1C[C@@](N(C1)C(=O)OC(C)(C)C)(C(=O)OCC1=CC=CC=C1)CCCCB1OC(C(O1)(C)C)(C)C)(C(C)C)C 2-benzyl 1-tert-butyl (2R,4R)-4-[[(2S)-2-(tert-butoxycarbonylamino)-2,3-dimethyl-butanoyl]amino]-2-[4-(4,4,5,5-tetramethyl-1,3,2-dioxaborolan-2-yl)butyl]pyrrolidine-1,2-dicarboxylate